hydroxyl ethylidene diphosphate sodium salt [Na+].O(P1(OC(C)OP(O1)(=O)[O-])=O)O